C(C1=CC=CC=C1)SC1=CC=C(C2=C1C=CO2)NC2=NN1C=NC(=C(C1=N2)OC(C)C)C=2C=NN(C2)C(C)OCC N-[4-(benzylsulfanyl)-1-benzofuran-7-yl]-7-[1-(1-ethoxyethyl)pyrazol-4-yl]-8-isopropoxy-[1,2,4]triazolo[1,5-c]pyrimidin-2-amine